N[C@H]1CS(C2=C(N(C1=O)CC1=CC=C(C=C1)Cl)C=C(C(=C2)F)C=2N=NN(N2)C2CC(CN(C2)C(=O)OC)(F)F)(=O)=O methyl 5-[5-[(3R)-3-amino-5-[(4-chlorophenyl)methyl]-8-fluoro-1,1,4-trioxo-2,3-dihydro-1lambda6,5-benzothiazepin-7-yl]tetrazol-2-yl]-3,3-difluoro-piperidine-1-carboxylate